3-(1-((tert-butoxycarbonyl)-L-phenylalanyl)pyrrolidin-2-yl)-2,2-diphenylpropanoic acid C(C)(C)(C)OC(=O)N[C@@H](CC1=CC=CC=C1)C(=O)N1C(CCC1)CC(C(=O)O)(C1=CC=CC=C1)C1=CC=CC=C1